N-(4-(N-(2,5-dibromobenzyl)sulfamoyl)phenyl)-2-(pyridin-4-yl)cyclopropane-1-carboxamide BrC1=C(CNS(=O)(=O)C2=CC=C(C=C2)NC(=O)C2C(C2)C2=CC=NC=C2)C=C(C=C1)Br